BrC=1C=NN(C1C)CC1(CC(CCC1)(C)C)O 1-((4-bromo-5-methyl-1H-pyrazol-1-yl)methyl)-3,3-dimethylcyclohexanol